N=1N2C(=C(C1)S(=O)(=O)N1CCC(CC1)C=1C=C3C(=NC1C)NC=N3)CCC2 6-(1-((5,6-dihydro-4H-pyrrolo[1,2-b]pyrazol-3-yl)sulfonyl)piperidin-4-yl)-5-methyl-3H-imidazo[4,5-b]pyridine